BrC=1C=C(C(N(C1)C)=O)NC1=CC=C(C=N1)N1[C@H](CN(CC1)C(=O)OC(C)(C)C)C (3S)-tert-butyl 4-(6-(5-bromo-1-methyl-2-oxo-1,2-dihydropyridin-3-ylamino)pyridine-3-yl)-3-methylpiperazine-1-carboxylate